CC1=NC=C(C=C1)[C@@H]1CN(C[C@H]1[N+](=O)[O-])C trans-2-methyl-5-(1-methyl-4-nitropyrrolidin-3-yl)pyridine